CCCCCCCCCCCCCCCCCCCCCCCCCCCCCCCCCCCCCCCCCCCCCCCCCCCCCCCCCCCCCCCCCCCCCCCCCCCCCCCCCCCCCCCCCCCCCCCC n-Hexanonacontane